N1(C=NC=C1)C(=O)NC=1SC=C(C1C(=O)[O-])C (1H-imidazole-1-carboxamido)-4-methylthiophene-3-carboxylate